N2-[(2S)-2-(3,5-difluorophenyl)-2-hydroxymenthoxy]-N1-[(7S)-5-methyl-6-oxo-6,7-dihydro-5H-dibenzo[b,d]azepin-7-yl]-L-alaninamide FC=1C=C(C=C(C1)F)[C@]1(C(CCC(C1ON[C@@H](C)C(=O)N[C@H]1C2=C(C3=C(N(C1=O)C)C=CC=C3)C=CC=C2)C(C)C)C)O